O=C1NC=C(C(N1)=O)C=1C=C(C=2N(N1)C(=CN2)F)[C@@H]2[C@H](C2)C2=CC=C(C(=O)O)C=C2 4-((1S,2S)-2-(6-(2,4-dioxo-1,2,3,4-tetrahydropyrimidin-5-yl)-3-fluoroimidazo[1,2-b]pyridazin-8-yl)cyclopropyl)benzoic acid